C1=C(NC=N1)C[C@@H](C(=O)O)NC(=O)CN The molecule is a dipeptide composed of glycine and L-histidine joined by a peptide linkage. It has a role as a metabolite. It derives from a glycine and a L-histidine.